pentafluorophenyl-thiophene FC1=C(C(=C(C(=C1C=1SC=CC1)F)F)F)F